5-(4-((3-ethyl-2,4-dioxo-1,2,3,4-tetrahydroquinazolin-7-yl)methyl)piperazin-1-yl)-6-fluoro-N,N-dimethylpyridinecarboxamide C(C)N1C(NC2=CC(=CC=C2C1=O)CN1CCN(CC1)C=1C=CC(=NC1F)C(=O)N(C)C)=O